BrC=1C=C(C=CC1)N1N=C(C(=C1)[N+](=O)[O-])C(=O)OCC 2-Ethyl 1-(3-bromophenyl)-4-nitro-pyrazole-3-carboxylate